(1S,2R,4R,6S)-6-(2-amino-7-(1H-pyrazol-5-yl)quinolin-4-ylamino)-7-oxabicyclo[2.2.1]heptan-2-ol NC1=NC2=CC(=CC=C2C(=C1)N[C@H]1C[C@@H]2C[C@H]([C@H]1O2)O)C2=CC=NN2